NC1=NC(=NC(=C1)NC1=C(C=CC=C1)O)C(=O)N1CCN(CC1)C1=CC=CC=C1 (4-Amino-6-((2-hydroxyphenyl)amino)pyrimidin-2-yl)(4-phenylpiperazin-1-yl)methanone